(R)-6-(1-amino-8-azaspiro[4.5]dec-8-yl)-3-((2,3-dichlorophenyl)thio)pyrazin-2-ol N[C@@H]1CCCC12CCN(CC2)C2=CN=C(C(=N2)O)SC2=C(C(=CC=C2)Cl)Cl